ClC1=CC(=C(OCC2=C(C=CC(=N2)[C@@H]2CN(CC2)CC2=NC3=C(N2C[C@H]2OCC2)C=C(C=C3)C(=O)O)F)C=C1)F 2-{[(3S)-3-{6-[(4-chloro-2-fluorophenoxy)methyl]-5-fluoropyridin-2-yl}pyrrolidin-1-yl]methyl}-1-{[(2S)-oxetan-2-yl]methyl}-1H-1,3-benzodiazole-6-carboxylic acid